4-((2,5-dimethyl-4,5-dihydro-[1,2,4]triazolo[1,5-a]quinoxalin-6-yl)amino)-N-(methyl-d3)-6-((5-(trifluoromethyl)pyridin-2-yl)amino)pyridazine-3-carboxamide CC1=NN2C(CN(C3=C(C=CC=C23)NC2=C(N=NC(=C2)NC2=NC=C(C=C2)C(F)(F)F)C(=O)NC([2H])([2H])[2H])C)=N1